(S)-1-((R)-3-amino-1-(4-((6-amino-9H-purin-9-yl)methyl)-6-(2,5-difluoro-4-methoxyphenyl)pyridin-3-yl)-piperidin-3-yl)-2,2-difluoroethan-1-ol N[C@]1(CN(CCC1)C=1C=NC(=CC1CN1C2=NC=NC(=C2N=C1)N)C1=C(C=C(C(=C1)F)OC)F)[C@@H](C(F)F)O